6-fluoro-4-methyl-2,3-dioxo-3,4-dihydroquinoxalin FC=1C=C2N(C(C(NC2=CC1)=O)=O)C